[Na+].BrC1=CC=C(C=C1)NS([O-])(=O)=O (4-bromophenyl)sulfamic acid sodium salt